dimethylsilylene(cyclopentadienyl)(3-methylindenyl)zirconium C[Si](=[Zr](C1C=C(C2=CC=CC=C12)C)C1C=CC=C1)C